4-cyclopropyl-4-(prop-2-yn-1-yl)morpholin-4-ium bromide [Br-].C1(CC1)[N+]1(CCOCC1)CC#C